4-(2-(dimethyl-(phenyl)silyl)-1,2-diphenyl-ethyl)pyridine C[Si](C(C(C1=CC=CC=C1)C1=CC=NC=C1)C1=CC=CC=C1)(C1=CC=CC=C1)C